N-(4-chloro-2,6-difluorophenyl)-4-(2-chloro-4-fluoro-phenyl)-1,3-dimethyl-1H-pyrazol-5-amine ClC1=CC(=C(C(=C1)F)NC1=C(C(=NN1C)C)C1=C(C=C(C=C1)F)Cl)F